1-(3-chloro-5'-fluoro-2'-hydroxy-3'-(2-(1-isopropyl-1,6-diazaspiro[3.4]octan-6-yl)pyridin-4-yl)-[1,1'-biphenyl]-4-yl)-3-methyl-1H-imidazol-2(3H)-one ClC=1C=C(C=CC1N1C(N(C=C1)C)=O)C1=C(C(=CC(=C1)F)C1=CC(=NC=C1)N1CC2(CCN2C(C)C)CC1)O